(alphaR)-alpha-[[methyl-(phenylmethyl)amino]methyl]-3-(trifluoromethyl)benzyl alcohol CN(CC1=CC=CC=C1)C[C@@H](C1=CC(=CC=C1)C(F)(F)F)O